1,5-naphthyridine-2,7-dicarbonitrile N1=C(C=CC2=NC=C(C=C12)C#N)C#N